N,N'-dimethyl-4-(piperazin-1-yl)aniline 2-{4-[6-chloro-2-(1H-pyrazol-3-yl)-5-(trifluoromethyl)-1H-benzimidazol-1-yl]phenyl}ethyl-(4-methylphenyl)sulfonylcarbamate ClC=1C(=CC2=C(N(C(=N2)C2=NNC=C2)C2=CC=C(C=C2)CCOC(NS(=O)(=O)C2=CC=C(C=C2)C)=O)C1)C(F)(F)F.CNC1=CC=C(C=C1)N1CCN(CC1)C